ClC1=NC=CC(=C1Cl)C1=NC(=C(C=C1)CCCO)OC 3-(2',3'-dichloro-6-methoxy-[2,4'-bipyridin]-5-yl)propan-1-ol